N-(3-oxo-3-(tritylamino)propyl)-L-alanine O=C(CCN[C@@H](C)C(=O)O)NC(C1=CC=CC=C1)(C1=CC=CC=C1)C1=CC=CC=C1